FC1=CC=C(C=C2C(N(C(S2)=NN=C2C(NC3=CC=C(C=C23)Br)=O)C2=CC=C(C=C2)C)=O)C=C1 3-(2-(5-(4-fluorobenzylidene)-3-(4-methylphenyl)-4-oxothiazolidine-2-ylidene)hydrazono)-5-bromoindol-2-one